3-(Trans-4-(2-(5-(2,3-dichlorophenyl)-2,5-diazabicyclo[4.2.0]octane-2-yl)ethyl)cyclohexyl)-1,1-dimethylurea ClC1=C(C=CC=C1Cl)N1CCN(C2CCC12)CC[C@@H]1CC[C@H](CC1)NC(N(C)C)=O